ClC=1C=CC(=C(C1)C1=CC(N(C=C1OC)C(C(=O)NC1=CC=C(C(=O)O)C=C1)C[C@@H]1OCCCC1)=O)C1=NOCC1 4-[(2-{4-[5-chloro-2-(4,5-dihydro-1,2-oxazol-3-yl)phenyl]-5-methoxy-2-oxopyridin-1(2H)-yl}-3-[(2R)-tetrahydro-2H-pyran-2-yl]propionyl)amino]benzoic acid